CC=1C(C2=C(C=3CCCC3C(=C2C1)C1=CC(=CC(=C1)C)C)C1=CC(=CC(=C1)C)C)[Si](C)(C)C1C(=CC2=C(C(=C(C=C12)C(C)(C)C)OC)C1=CC(=CC(=C1)C)C)C [2-methyl-4,8-bis(3,5-dimethylphenyl)-1,5,6,7-tetrahydro-s-indacen-1-yl][2-methyl-4-(3,5-dimethylphenyl)-5-methoxy-6-tert-butyl-1H-inden-1-yl]dimethylsilane